(Z)-oxahexadec-13-en-2-one OC(CCCCCCCCCC\C=C/CC)=O